(R)-4-(4-((1-(3-(1,1-difluoro-2-hydroxyethyl)-2-fluorophenyl)ethyl)amino)-2-methyl-8,9-dihydrofuro[2,3-H]quinazolin-6-yl)tetrahydro-2H-pyran-4-ol FC(CO)(F)C=1C(=C(C=CC1)[C@@H](C)NC1=NC(=NC2=C3C(=C(C=C12)C1(CCOCC1)O)OCC3)C)F